C[C@@H]1O[C@@H](CN(C1)C1=CC=C(C=C1)NC1=NC=CC(=N1)OCC12C3C4C5(C(C14)C2C53)NC(C)=O)C N-(4-(((2-((4-((2S,6R)-2,6-dimethylmorpholino)phenyl)amino)pyrimidin-4-yl)oxy)methyl)cuban-1-yl)acetamide